C[Ge](C=1OC=CC1)C dimethylfuranylgermanium